C(CCC)O[W](OCCCC)(OCCCC)OCCCC tetrabutoxytungsten(IV)